CN([CH-][NH+](C)C)C 1-(dimethylamino)-N,N-dimethylmethanideaminium